3-(1-oxo-5-((R)-3-(3-(trifluoromethyl)phenyl)pyrrolidine-1-carbonyl)isoindolin-2-yl)piperidine-2,6-dione O=C1N(CC2=CC(=CC=C12)C(=O)N1C[C@H](CC1)C1=CC(=CC=C1)C(F)(F)F)C1C(NC(CC1)=O)=O